(3,6-dimethoxyfluorenyl)-t-butylamino-dimethylzirconium COC=1C=C(C=2CC3=CC=C(C=C3C2C1)OC)[Zr](C)(C)NC(C)(C)C